NC1CCC(CC1)CNC1=C2CN(C(C2=CC=C1)=O)C1C(NC(CC1)=O)=O 3-(4-(((4-aminocyclohexyl)methyl)amino)-1-oxoisoindolin-2-yl)piperidine-2,6-dione